isobutene acetate C(C)(=O)O.C=C(C)C